FC(C1CC(CC1)N)(F)F 3-(trifluoromethyl)cyclopentane-1-amine